CC1(C2=CC=CC=C2C=2C=CC(=CC12)N(C1=CC=C(C=C1)C=1C=CC=2N(C3=CC=CC=C3C2C1)C1=CC=CC=C1)C1=CC(=CC=C1)C1=CC=CC2=CC=CC=C12)C 9,9-dimethyl-N-[3-(1-naphthyl)phenyl]-N-[4-(9-phenyl-9H-carbazol-3-yl)phenyl]-9H-fluoren-2-amine